F[C@@H]1CN(CC[C@@H]1NC1=NN2C(C(=N1)OC)=C(C(=C2)F)C=2C=C1C=CC=NC1=CC2)CC(C)(O)C 1-((3R,4S)-3-Fluoro-4-((6-fluoro-4-methoxy-5-(quinolin-6-yl)pyrrolo[2,1-f][1,2,4]triazin-2-yl)amino)piperidin-1-yl)-2-methylpropan-2-ol